3-(3,6-Dimethyl-1H-pyrazolo[3,4-b]pyridin-4-yl)-2-(5-fluoro-2-pyridyl)-6,6-dimethyl-4,7-dihydropyrazolo[5,1-c][1,4]oxazine CC1=NNC2=NC(=CC(=C21)C=2C(=NN1C2COC(C1)(C)C)C1=NC=C(C=C1)F)C